N1(CCCCCC1)C=1N=NC(=CC1C(=O)NC1=CC(=CC=C1)SC)C(F)(F)F 3-(azepan-1-yl)-N-[3-(methylsulfanyl)phenyl]-6-(trifluoromethyl)pyridazine-4-carboxamide